N-(pyrimidin-2-yl)-2-((2R,3S,4S,5S,6S)-3,4,5-trihydroxy-6-methoxytetrahydro-2H-pyran-2-yl)ethane-1-sulfonamide N1=C(N=CC=C1)NS(=O)(=O)CC[C@H]1O[C@@H]([C@H]([C@H]([C@@H]1O)O)O)OC